C(C)(C)(C)OC(=O)N1[C@@H](CC[C@H](C1)C)C1=CC=C(C=C1)NCC(F)(F)F.CC1=CC2=C(C3=CC=CC=C3C=C2C=C1)OC(=O)C1C(C2C=CC1C2)C(=O)O 2-methyl-9-[2-carboxy(3,6-methano-4-cyclohexenyl)]carbonyloxyanthracene tert-butyl-(2S,5R)-5-methyl-2-[4-(2,2,2-trifluoroethylamino)phenyl]piperidine-1-carboxylate